[phenyldibenzothiophenyl]biphenyl C1(=CC=CC=C1)C1=C(C2=C(SC3=C2C=CC=C3)C=C1)C1=C(C=CC=C1)C1=CC=CC=C1